1,1'-bis(3-chloropropyl)ferrocene ClCCC[C-]1C=CC=C1.[C-]1(C=CC=C1)CCCCl.[Fe+2]